3-[(4-cyanophenyl)hydrazono]-4,4-difluoro-butyric acid ethyl ester C(C)OC(CC(C(F)F)=NNC1=CC=C(C=C1)C#N)=O